rac-(R)-2-(7-(4-fluorobenzoyl)-8-methyl-3-(3-methyl-1,2,4-thiadiazol-5-yl)-5,6,7,8-tetrahydroimidazo[1,5-a]pyrazin-1-yl)acetaldehyde FC1=CC=C(C(=O)N2[C@@H](C=3N(CC2)C(=NC3CC=O)C3=NC(=NS3)C)C)C=C1 |r|